O=C1CC=2C(=NC=CC2)N1CC(=O)OC(C)(C)C tert-butyl 2-(2-oxo-2,3-dihydro-1H-pyrrolo[2,3-b]pyridin-1-yl)acetate